FC1=C(OC2CCN(CC2)C2=CC(=NC=C2[N+](=O)[O-])C(=O)O)C=CC(=C1)F 4-(4-(2,4-difluorophenoxy)piperidin-1-yl)-5-nitropicolinic acid